N1=CC(=CC=C1)C(C)(C)N1N=C2C3=C(CCC2=C1)OC(=C3)C(=O)N 2-[2-(pyridin-3-yl)propan-2-yl]-4,5-dihydro-2H-furo[2,3-g]indazole-7-carboxamide